1-((1-cyanocyclopropyl)methyl)-1H-benzo[d]imidazole-5-carbonitrile C(#N)C1(CC1)CN1C=NC2=C1C=CC(=C2)C#N